C(=O)(O)CN(CCN(CC(=O)O)CCN(CC(=O)O)CC(=O)O)CC(=O)O 2-[bis[2-[bis(carboxy-methyl)amino]-ethyl]amino]acetic acid